2-methoxy-4-(methylthio)benzaldehyde COC1=C(C=O)C=CC(=C1)SC